1-(3-(4-Chlorophenyl)-1,2,4-oxadiazol-5-yl)-N-(pyrrolidin-3-ylmethyl)piperidine-4-carboxamide trifluoroacetate FC(C(=O)O)(F)F.ClC1=CC=C(C=C1)C1=NOC(=N1)N1CCC(CC1)C(=O)NCC1CNCC1